ClC=1C=C(CNC2=NC3=CC=CC=C3C(=N2)NC2CCCCC2)C=CC1 N2-(3-chlorobenzyl)-N4-cyclohexylquinazoline-2,4-diamine